1-(2-chloro-pyrimidin-4-yl)-4-fluoro-1H-indole-3-carboxylic acid amide ClC1=NC=CC(=N1)N1C=C(C2=C(C=CC=C12)F)C(=O)N